(2-(dimethylphosphinoyl)pyrimidin-4-yl)methyl methanesulfonate CS(=O)(=O)OCC1=NC(=NC=C1)P(=O)(C)C